FC1=CC(=CC2=CN(N=C12)C)C=1SC2=C(N1)SC(=C2)N2CCC21CCN(CC1)C 1-[2-(7-fluoro-2-methylindazol-5-yl)thieno[2,3-d][1,3]thiazol-5-yl]-7-methyl-1,7-diazaspiro[3.5]nonane